O1CCC2=C1C(=CC=C2)C[C@H]2N(CCCCC2)C2=NC(=CC(N2)=O)N2C[C@H](OCC2)C 2-((S)-2-((2,3-dihydrobenzofuran-7-yl)methyl)azepan-1-yl)-6-((R)-2-methylmorpholino)pyrimidin-4(3H)-one